methyl 4-(((3S,4S,5S,6R)-3,4,5-trihydroxy-6-((4-methylpiperazin-1-yl)methyl)tetrahydro-2H-pyran-2-yl)oxy)benzoate O[C@@H]1C(O[C@@H]([C@H]([C@@H]1O)O)CN1CCN(CC1)C)OC1=CC=C(C(=O)OC)C=C1